ClCCCC1=NC=2C(=NC(=CC2)C(=O)OC)N1C[C@H]1OCC1 methyl (S)-2-(3-chloropropyl)-3-(oxetan-2-ylmethyl)-3H-imidazo[4,5-b]pyridine-5-carboxylate